Bis(diethylamino)benzophenone CCN(CC)C1=CC=CC(=C1N(CC)CC)C(=O)C2=CC=CC=C2